C(=O)(OC(C)(C)C)N[NH-] N-BocAminoamide